C(#N)C=1C(=C(C(=NC1)C(=O)NC=1C=C2C(=NNC2=CC1)C=C(C)C)C)C 5-Cyano-3,4-dimethyl-N-(3-(2-methylprop-1-en-1-yl)-1H-indazol-5-yl)picolinamide